COC1=C(C=C2C(=NC=NC2=C1)NC=1C=NC(=CC1)OC1=CC=CC=C1)[C@H]1CN(CCC1)C(C=C)=O 1-[(3S)-3-[7-methoxy-4-[(6-phenoxy-3-pyridyl)amino]quinazolin-6-yl]-1-piperidyl]prop-2-en-1-one